C(C)(=O)N[C@@H](CC(C)C)C(=O)O |r| N-Acetyl-DL-leucine